BrC1=C(C=2N(C=C1)C(=NN2)C)COC 7-bromo-3-methyl-8-(methoxymethyl)-[1,2,4]triazolo[4,3-a]pyridine